C1(=CC=CC=C1)C1=C(C(=NN=N1)C=1C(=C(C=CC1)C1=CC=CC=C1)C1=C(C=CC=2OC3=C(C21)C=CC=C3)C3=CC=CC=C3)C3=C(C=CC=C3)C3=CC=CC=C3 [phenyl-(biphenyl-yl)triazinyl](phenyldibenzofuranyl)biphenyl